2-(2-(((5-chloro-2-(1H-tetrazol-1-yl)phenyl)amino)-2-oxoacetamido)-3-phenylpropionamido)benzo[b]thiophene-2-carboxylic acid tert-butyl ester C(C)(C)(C)OC(=O)C1(CC2=C(S1)C=CC=C2)NC(C(CC2=CC=CC=C2)NC(C(=O)NC2=C(C=CC(=C2)Cl)N2N=NN=C2)=O)=O